BrC1=CC=C(CC2=CC=CC=C2)C=C1 2-(4-bromobenzyl)benzol